The molecule is dianion of decaprenol phosphate arising from deprotonation of the phosphate OH groups; major species at pH 7.3. It is a conjugate base of a decaprenol phosphate. CC(=CCC/C(=C/CC/C(=C/CC/C(=C/CC/C(=C/CC/C(=C/CC/C(=C/CC/C(=C/CC/C(=C/CC/C(=C/COP(=O)([O-])[O-])/C)/C)/C)/C)/C)/C)/C)/C)/C)C